thiol-d S1C(=CC=C1)[2H]